5-(3-isobutylphenoxy)-1H-1,2,3-triazole-4-carboxylic acid C(C(C)C)C=1C=C(OC2=C(N=NN2)C(=O)O)C=CC1